(2E)-3-((E)-4-{[2-(4-Chlorophenoxy)-2-methylpropanoyl]amino}-1-adamantyl)acrylic acid ClC1=CC=C(OC(C(=O)NC2C3CC4(CC(CC2C4)C3)/C=C/C(=O)O)(C)C)C=C1